FC=1C=C(C=C(C1)F)[C@@H]1CC=NN1C(=O)N1CC(C1)OC1=CC(=NC=C1F)C1=C(C=NN1C)NC(C)=O (S)-N-(5-(4-((1-(5-(3,5-difluorophenyl)-4,5-dihydro-1H-pyrazole-1-carbonyl)azetidin-3-yl)oxy)-5-fluoropyridin-2-yl)-1-methyl-1H-pyrazol-4-yl)acetamide